(S)-7-(4-acryloyl-2-methylpiperazin-1-yl)-9-chloro-10-(3-chloro-4-fluorophenyl)-2,3-dihydro-5H-[1,4]thiazino[2,3,4-ij]quinazolin-5-one C(C=C)(=O)N1C[C@@H](N(CC1)C1=NC(N2C3=C(C(=C(C=C13)Cl)C1=CC(=C(C=C1)F)Cl)SCC2)=O)C